ClC1=C(CCNS(=O)(=O)C=2C=C(C=CC2C)NC(CN2N=CC(=C(C2=O)Cl)Cl)=O)C=CC=C1 N-(3-(N-(2-chlorophenethyl)sulfamoyl)-4-methylphenyl)-2-(4,5-dichloro-6-oxopyridazin-1(6H)-yl)acetamide